CC1=CC=CC(=N1)C1=C(C#N)C(=C(C(=C1N1C2=CC=CC=C2C=2C=C(C=CC12)C1=CC=CC=C1)N1C2=CC=CC=C2C=2C=C(C=CC12)C1=CC=CC=C1)N1C2=CC=CC=C2C=2C=C(C=CC12)C1=CC=CC=C1)N1C2=CC=CC=C2C=2C=C(C=CC12)C1=CC=CC=C1 2-(6-methylpyridin-2-yl)-3,4,5,6-tetrakis(3-phenyl-9H-carbazol-9-yl)benzonitrile